FC=1C=C2C(C(NC2=CC1)(C1=CC=CC=C1)CC(C1=CC=CC=C1)=O)=O 5-fluoro-2-(2-oxo-2-phenylethyl)-2-phenylindol-3-one